[rac-(2R)-2-(difluoromethyl)pyrrolidin-1-yl]-[rac-(SR,7R)-7-fluoro-5-phenyl-6,7-dihydro-5H-pyrrolo[1,2-b][1,2,4]triazol-2-yl]methanone FC([C@@H]1N(CCC1)C(=O)C=1N=C2N(N1)[C@@H](C[C@H]2F)C2=CC=CC=C2)F |r|